OC1=C(C(=O)OCC=2C(=C(C(=NC2)C)O)CO)C=CC=C1 Pyridoxine Hydroxybenzoate